C(N)(=O)C=1C=CC2=C(N(C(=N2)C=2N(C(C(=C(N2)C(=O)OCC)OCC)=O)C)C2CCC2)C1 ethyl 2-(6-carbamoyl-1-cyclobutyl-1H-1,3-benzodiazol-2-yl)-5-ethoxy-1-methyl-6-oxo-1,6-dihydropyrimidine-4-carboxylate